(S)-8-chloro-6-fluoro-1,2,3,4-tetrahydronaphthalen-2-amine phosphate P(=O)(O)(O)O.ClC=1C=C(C=C2CC[C@@H](CC12)N)F